(2R)-N-(4-tert-butylphenyl)-1-cyano-N-[2-(cyclohexylamino)-2-oxo-1-(3-pyridyl)ethyl]piperidine-2-carboxamide C(C)(C)(C)C1=CC=C(C=C1)N(C(=O)[C@@H]1N(CCCC1)C#N)C(C(=O)NC1CCCCC1)C=1C=NC=CC1